N1=C2N(N=C1)CCC2O 6,7-dihydro-5H-pyrrolo[1,2-b][1,2,4]triazol-7-ol